ClC(C1=C(C=CC2=NC=NC=N2)C(=CC(=C1)C(Cl)(Cl)Cl)OC)(Cl)Cl 2,4-bis(trichloromethyl)-6-methoxystyryl-s-triazine